(R)-3-(4-fluoro-3-methylphenyl)-1-methyl-1-(1-(3-methyl-1-oxo-1,2-dihydroisoquinolin-4-yl)ethyl)urea FC1=C(C=C(C=C1)NC(N([C@H](C)C1=C(NC(C2=CC=CC=C12)=O)C)C)=O)C